1-(4-chlorophenyl)cyclobutanecarboxylic acid ClC1=CC=C(C=C1)C1(CCC1)C(=O)O